FC=1C(=NC(=NC1)N[C@@H]1CC[C@H](CC1)C(=O)N)C1=CC(=CC=C1)C=1C(NC=CC1)=O trans-(1r,4r)-4-((5-fluoro-4-(3-(2-oxo-1,2-dihydropyridin-3-yl)phenyl)pyrimidin-2-yl)amino)cyclohexane-1-carboxamide